C1(CCCCC1)CN1N=CC(=C1C(=O)NC1=CC(NC=C1)=O)C(F)(F)F 1-(cyclohexylmethyl)-N-(2-oxo-1,2-dihydropyridin-4-yl)-4-(trifluoromethyl)-1H-pyrazole-5-carboxamide